hexabutyl-hexaallylcyclohexasiloxane C(CCC)[Si]1(O[Si](O[Si](O[Si](O[Si](O[Si](O1)(CC=C)CCCC)(CC=C)CCCC)(CC=C)CCCC)(CC=C)CCCC)(CC=C)CCCC)CC=C